[3-[3-(3-methyl-1,2-benzoxazol-5-yl)-1H-pyrazolo[3,4-b]pyrazin-6-yl]-7-(4-methyl-1,2-oxazol-3-yl)-3-azabicyclo[4.1.0]heptan-7-yl]methanamine CC1=NOC2=C1C=C(C=C2)C2=NNC1=NC(=CN=C12)N1CC2C(C2CC1)(C1=NOC=C1C)CN